(R)-5-cyclopropyl-4-(((1-(1-(3-chloro-5-fluorophenyl)ethyl)-4-fluoropiperidin-4-yl)methoxy)methyl)-2-fluoro-N-(methylsulfonyl)benzamide C1(CC1)C=1C(=CC(=C(C(=O)NS(=O)(=O)C)C1)F)COCC1(CCN(CC1)[C@H](C)C1=CC(=CC(=C1)F)Cl)F